CC=1N(C2=C(N=NC=3C=CC=CC23)N1)C1CCOCC1 methyl-1-(tetrahydro-2H-pyran-4-yl)-1H-imidazo[4,5-c]cinnolin